N(C(=O)N)CCC[Si](OCC)(OCC)OCC (3-ureidopropyl)(triethoxy)silane